C(=O)(OC(C)(C)C)N(C)OCC(=O)OC methyl N-Boc-N-methylaminooxyacetate